Cl.NCC1=CC=C(S1)C(CSC1=NC(=NC2=CC=C(C=C12)OC)C(F)F)=O 1-(5-(aminomethyl)thiophen-2-yl)-2-((2-(difluoromethyl)-6-methoxyquinazolin-4-yl)thio)ethan-1-one hydrochloride